BrC1=CC=C(C=C1)C1C(SC(C1C(=O)C=1OC=CC1)C1=CC=C(C=C1)Br)C(=O)C=1OC=CC1 (3,5-bis(4-bromophenyl)tetrahydrothiophene-2,4-diyl)bis(furan-2-ylmethanone)